C(C1=CC=CC=C1)(=O)ONC1=NC(=NC(=N1)NOC(C1=CC=CC=C1)=O)NC1=CC=C(C=C1)C(=O)NC(C)(C)C 4'-[[6-[[4-[[(1,1-dimethylethyl) amino] carbonyl] phenyl] amino]-1,3,5-triazine-2,4-diyl] diimino] bis-benzoate